2,4,5-trichlorophenoxyacetic acid calcium [Ca].ClC1=C(OCC(=O)O)C=C(C(=C1)Cl)Cl